(±)-(1R,2S,3S)-N-(8-amino-7-fluoro-6-(4-methylpyridin-3-yl)isoquinolin-3-yl)-2-(cyanomethyl)-3-((dimethylamino)methyl)cyclopropane-1-carboxamide NC=1C(=C(C=C2C=C(N=CC12)NC(=O)[C@@H]1[C@H]([C@@H]1CN(C)C)CC#N)C=1C=NC=CC1C)F |r|